6-(2-nitro-4-(trifluoromethyl)phenoxy)-1H,3H-benzo[de]isochromene-1,3-dioneAl [N+](=O)([O-])C1=C(OC2=CC(=C3C(OC(C=4C=CC=C2C34)=O)=O)C=O)C=CC(=C1)C(F)(F)F